6-((2-azabicyclo[4.1.0]heptan-2-yl)methyl)-2-(3-(3-((4-methyl-4H-1,2,4-triazol-3-yl)methyl)oxetan-3-yl)phenyl)-4-(trifluoromethyl)isoindolin-1-one C12N(CCCC2C1)CC1=CC(=C2CN(C(C2=C1)=O)C1=CC(=CC=C1)C1(COC1)CC1=NN=CN1C)C(F)(F)F